FC1=C(C=O)C(=CC(=C1OC)OC)[N+](=O)[O-] 2-fluoro-3,4-dimethoxy-6-nitrobenzaldehyde